CC1=CC=C(C=C1)S(=O)(=O)[O-].C(#N)[C@H]1N(CC(C1)(F)F)C(CNC(=O)C1=CC=NC2=CC=C(C=C12)OCCOCCOCC[N+](C)(C)C)=O (S)-2-(2-(2-((4-((2-(2-cyano-4,4-difluoropyrrolidin-1-yl)-2-oxoethyl)carbamoyl)quinolin-6-yl)oxy)ethoxy)ethoxy)-N,N,N-trimethylethan-1-aminium 4-methylbenzenesulfonate